N-(2-(7-oxabicyclo[2.2.1]heptan-2-yl)-4-(2,5-difluorophenyl)pyridin-3-yl)-2-isopropylpyrimidine-5-carboxamide C12C(CC(CC1)O2)C2=NC=CC(=C2NC(=O)C=2C=NC(=NC2)C(C)C)C2=C(C=CC(=C2)F)F